t-butyl 2-(R)-hydroxymethylmorpholine-N-carboxylate OC[C@H]1CN(CCO1)C(=O)OC(C)(C)C